O1COC2=C1C=CC(=C2)CNC(=O)C=2C(C(=C1N(C[C@@H]3N(C1=O)[C@H](CO3)C)C2)O)=O (3S,11aR)-N-(1,3-benzodioxol-5-ylmethyl)-6-hydroxy-3-methyl-5,7-dioxo-2,3,5,7,11,11a-hexahydro[1,3]oxazolo[3,2-a]pyrido[1,2-d]pyrazine-8-carboxamide